O=C1N(CCN1)C=1C=C(C=O)C=CC1 3-(2-oxoimidazoline-1-yl)benzaldehyde